NC1=C(C=C(N=N1)C1=C(C=CC=C1)O)N1CC2CCC(C1)N2C2=NC=C(C=N2)C2CCN(CC2)C2CCNCC2 2-[6-amino-5-[8-[5-[1-(4-piperidyl)-4-piperidyl]pyrimidin-2-yl]-3,8-diazabicyclo[3.2.1]octan-3-yl]pyridazin-3-yl]phenol